tertbutyl (2-((tert-butyldimethylsilyl)oxy)ethyl)(2-oxoethyl)carbamate [Si](C)(C)(C(C)(C)C)OCCN(C(OC(C)(C)C)=O)CC=O